N-{6-(2-hydroxy-ethoxy)-5-(2-methoxy-phenoxy)-2-[2-(1H-tetrazol-5-yl)-pyridin-4-yl]-pyrimidin-4-yl}-amide disodium salt [Na+].[Na+].OCCOC1=C(C(=NC(=N1)C1=CC(=NC=C1)C1=NN=NN1)[NH-])OC1=C(C=CC=C1)OC.OCCOC1=C(C(=NC(=N1)C1=CC(=NC=C1)C1=NN=NN1)[NH-])OC1=C(C=CC=C1)OC